C(=C)[Si](O[Si](C=C)(C1=CC=CC=C1)C1=CC=CC=C1)(C1=CC=CC=C1)C1=CC=CC=C1 1,3-divinyl-tetraphenyl-disiloxane